NC1=C(C=C(C=2C(C3=CC=CC=C3C(C12)=O)=O)NC1=CC=C(C=C1)O)S(=O)(=O)[O-] 1-amino-4-[4-hydroxyphenyl-amino]-9,10-dioxo-9,10-dihydroanthracene-2-sulfonate